3-((2-(2-(DI-BOC-amino)pyrimidin-5-yl)-6-morpholinopyridin-4-yl)oxy)azetidine-1-carboxylic acid benzyl ester C(C1=CC=CC=C1)OC(=O)N1CC(C1)OC1=CC(=NC(=C1)N1CCOCC1)C=1C=NC(=NC1)N(C(=O)OC(C)(C)C)C(=O)OC(C)(C)C